1-methyl-5-(5-methylsulfonyl-2-propylphenyl)pyridin-2-one CN1C(C=CC(=C1)C1=C(C=CC(=C1)S(=O)(=O)C)CCC)=O